C(C)OC(CN1C([C@H]([C@@H](C1)C1=CC=C(C=C1)OC)NC(=O)NC1=CC=C(C=C1)F)=O)=O |o1:7,8| 2-{(3S*,4R*)-3-[3-(4-fluoro-phenyl)ureido]-4-(4-methoxy-phenyl)-2-oxo-pyrrolidin-1-yl}acetic acid ethyl ester